ClC1=C(NC2=C(C=C(C#N)C=C2)OC(F)F)C=CC=C1[C@]1(NC(N(C(C1)=O)C1CC(C1)(C)O)=N)C 4-{2-Chloro-3-[(4S)-1-(3-hydroxy-3-methylcyclobutyl)-2-imino-4-methyl-6-oxo-hexahydropyrimidin-4-yl]-anilino}-3-(difluoromethoxy)-benzonitrile